1-(3-((3-(4,4,5,5-tetramethyl-1,3,2-dioxaborolan-2-yl)pyridin-2-yl)oxy)azetidin-1-yl)ethan-1-one CC1(OB(OC1(C)C)C=1C(=NC=CC1)OC1CN(C1)C(C)=O)C